styrenetetraamine C(=C(C=1C(=CC=CC1)N)N)(N)N